ClCCC1N(CCC1)C (2-chloroethyl)-1-methyl-pyrrolidine